C(C)OC(=O)C(CC)CCCCCC Nonane-3-carboxylic acid ethyl ester